ClC=1C=C(C=CC1F)NC(N(C(C)C1=CNC(C2=CC=CC=C12)=O)CC1(CCCCC1)O)=O 3-(3-chloro-4-fluorophenyl)-1-((4-cis-hydroxycyclohexyl)methyl)-1-(1-(1-oxo-1,2-dihydroisoquinolin-4-yl)ethyl)urea